BrC1=CC=C(C=C1)NCC(C(=O)OC(C)(C)C)O tert-butyl 3-((4-bromophenyl) amino)-2-hydroxypropionate